methyl 2-(1-allyl-6-(N-methylhept-6-en-1-ylsulfonamido)-1H-pyrrolo[2,3-b]pyridin-2-yl)-7-methoxy-1-methyl-1H-benzo[d]imidazole-5-carboxylate C(C=C)N1C(=CC=2C1=NC(=CC2)N(S(=O)(=O)CCCCCC=C)C)C2=NC1=C(N2C)C(=CC(=C1)C(=O)OC)OC